3-ethyl-4-(3-(4,5,6,7-tetrahydro-1H-imidazo[4,5-c]pyridin-2-yl)-1H-indazol-6-yl)phenol C(C)C=1C=C(C=CC1C1=CC=C2C(=NNC2=C1)C=1NC2=C(CNCC2)N1)O